COC([C@H](C[C@H]1C(NCC1)=O)N)=O Methyl-(S)-2-amino-3-((S)-2-oxopyrrolidin-3-yl)propanoat